FC=1C=C(C(=O)NC2=C3C(N(C=NC3=CC=C2)CCC2=C(C=CC=C2)OC)=O)C=CC1OCOCC[Si](C)(C)C 3-fluoro-N-{3-[2-(2-methoxyphenyl)ethyl]-4-oxo-3,4-dihydroquinazolin-5-yl}-4-{[2-(trimethylsilyl)ethoxy]methoxy}benzamide